BrC=1C=C2C(=C(C(NC2=NC1)=O)CC(=O)O)O 2-(6-bromo-4-hydroxy-2-oxo-1,2-dihydro-1,8-naphthyridin-3-yl)acetic acid